C(C)OP(=O)(OCC)C(C(=O)OC(C)(C)C)CC1=NC(=NO1)C1CC2(C1)CC1(CCC1)C2 tert-butyl 2-(diethoxyphosphoryl)-3-(3-(dispiro[3.1.36.14]decan-2-yl)-1,2,4-oxadiazol-5-yl)propanoate